(4-bromo-3-methoxyphenyl)(3-chloropropyl)sulfane tert-Butyl-(R,E)-4-(2-(((benzyloxy)carbonyl)amino)pent-3-en-2-yl)piperidine-1-carboxylate C(C)(C)(C)OC(=O)N1CCC(CC1)[C@](C)(\C=C\C)NC(=O)OCC1=CC=CC=C1.BrC1=C(C=C(C=C1)SCCCCl)OC